4-(5-(2,6-dimethylphenoxy)-1-methyl-2-oxo-1,2-dihydropyridin-4-yl)-6-methyl-2-(1-(trifluoromethyl)-1H-pyrazol-4-yl)-1,6-dihydro-7H-pyrrolo[2,3-c]pyridin-7-one CC1=C(OC=2C(=CC(N(C2)C)=O)C=2C3=C(C(N(C2)C)=O)NC(=C3)C=3C=NN(C3)C(F)(F)F)C(=CC=C1)C